ClC1=CC=C(C=C1)C1(OC2=C(O1)C=CC=C2C2CCN(CC2)CC2=NC=C(C=C2C)C2=NN=C(N2)C(F)(F)F)C 2-({4-[2-(4-chlorophenyl)-2-methyl-2H-1,3-benzodioxol-4-yl]piperidin-1-yl}methyl)-3-methyl-5-[5-(trifluoromethyl)-4H-1,2,4-triazol-3-yl]pyridine